5-(2-ethoxy-3-pyridinyl)-1-isopropyl-pyrazolo[4,3-b]pyridine C(C)OC1=NC=CC=C1C1=CC=C2C(=N1)C=NN2C(C)C